(S)-2-phenyl-cyclopropanecarboxylic acid [1-(3-pyridin-3-yl-phenyl)-ethyl]-amide N1=CC(=CC=C1)C=1C=C(C=CC1)C(C)NC(=O)[C@@H]1C(C1)C1=CC=CC=C1